FC(N1N=C(C=C1C(=O)N[C@@H](CC)C1=NC(=NO1)C1=CC(=NC=C1)C)C(F)(F)F)F (S)-1-(difluoromethyl)-N-(1-(3-(2-methylpyridin-4-yl)-1,2,4-oxadiazol-5-yl)propyl)-3-(trifluoromethyl)-1H-pyrazole-5-carboxamide